(1S,4R)-4-[[(5S)-3-(3,5-difluorophenyl)-5-vinyl-4H-isoxazole-5-carbonyl]amino]cyclopent-2-ene-1-carboxylic acid FC=1C=C(C=C(C1)F)C1=NO[C@](C1)(C(=O)N[C@H]1C=C[C@H](C1)C(=O)O)C=C